ClC=1C=C(C(=NC1)OC)I 5-Chloro-2-methoxy-3-iodopyridine